5-amino-1-isopropyl-N3-(5-(2-(3-(trifluoromethyl)phenyl)acetamido)pyridin-3-yl)-1H-pyrazole-3,4-dicarboxamide NC1=C(C(=NN1C(C)C)C(=O)NC=1C=NC=C(C1)NC(CC1=CC(=CC=C1)C(F)(F)F)=O)C(=O)N